4-amino-7-{(1R)-1-[1-(2,4-difluorophenyl)-1H-pyrazol-4-yl]ethyl}-5-[2-(trifluoromethyl)pyrimidin-5-yl]-7H-pyrrolo[2,3-d]pyrimidine-6-carbonitrile NC=1C2=C(N=CN1)N(C(=C2C=2C=NC(=NC2)C(F)(F)F)C#N)[C@H](C)C=2C=NN(C2)C2=C(C=C(C=C2)F)F